CO[Si]1(N(CCC1)CCC[Si](OC)(OC)OC)OC 2,2-dimethoxy-N-(trimethoxysilylpropyl)-1-aza-2-silacyclopentane